Ethyl-9,10-epoxy-18-hydroxyoctadecanoat C(C)OC(CCCCCCCC1C(CCCCCCCCO)O1)=O